FC=1C(=C(C=CC1F)[C@H]1[C@@H](O[C@]([C@H]1C)(C(F)(F)F)C)C(=O)N)OC |r| rac-(2r,3s,4s,5r)-3-(3,4-difluoro-2-methoxyphenyl)-4,5-dimethyl-5-(trifluoromethyl)tetrahydrofuran-2-carboxamide